The molecule is an alkane-alpha,omega-diamine comprising a propane skeleton with amino substituents at positions 1 and 3. It has a role as a reagent, a human metabolite and a mouse metabolite. It is a conjugate base of a trimethylenediaminium. C(CN)CN